O1CC(CC1)N1C(C2=C(CCC1)C=CN2)=O 7-(oxolan-3-yl)-1H,4H,5H,6H,7H,8H-pyrrolo[2,3-c]azepin-8-one